C(CC(=O)C)(=O)[O-].[Na+] sodium acetoacetate salt